NC1=C(C(=NC=N1)OC1=CC(=C(C=C1)NC(=O)NC1=CC(=NN1C1=CC=C(C=C1)N(C)C)C(C)(C)C)F)C#N 1-(4-((6-amino-5-cyanopyrimidin-4-yl)oxy)-2-fluorophenyl)-3-(3-(tert-butyl)-1-(4-(dimethylamino)phenyl)-1H-pyrazol-5-yl)urea